L-2-ethylhexane sodium sulfosuccinate S(=O)(=O)(O)C(C(=O)[O-])CC(=O)[O-].[Na+].C(C)C(C)CCCC.[Na+]